((R)-3-aminopyrrolidin-1-yl)-2-phenylacetate N[C@H]1CN(CC1)C(C(=O)[O-])C1=CC=CC=C1